COC(CC1=CC(=CC=C1)F)=O 2-(3-fluorophenyl)acetic acid methyl ester